(E)-3-(3-methoxy-4-hydroxyphenyl)ACRYLIC ACID COC=1C=C(C=CC1O)/C=C/C(=O)O